FC(C1=NC=CC=C1CN[C@@H]1[C@H](CCCC1)O)(F)F (1S,2S)-2-(((2-(trifluoromethyl)pyridin-3-yl)methyl)amino)cyclohexan-1-ol